methyl 4-{[6-(5-chloro-2-fluorophenyl)pyridazin-4-yl]amino}quinoline-7-carboxylate ClC=1C=CC(=C(C1)C1=CC(=CN=N1)NC1=CC=NC2=CC(=CC=C12)C(=O)OC)F